ClC1=CC=C(C(=N1)C=O)[N+](=O)[O-] 6-chloro-3-nitro-pyridine-2-carbaldehyde